C1(CCC1)C=1N=CC2=C(N1)NC=C2C2=CC1=C(C=N2)N=C(N1C(C)C)C 6-(2-cyclobutyl-7H-pyrrolo[2,3-d]pyrimidin-5-yl)-1-isopropyl-2-methyl-1H-imidazo[4,5-c]pyridine